BrC=1C=C(C=C(C1)Br)N1CCOCCC1 4-(3,5-dibromophenyl)-1,4-oxazepan